C=C1C(=O)OCCC1 methylenevalerolactone